COC1=CN=CC(=N1)O[C@@H]1C[C@@H](N(C1)CC1=CN=C(S1)NC(C)=O)C N-(5-(((2S,4R)-4-((6-methoxypyrazin-2-yl)oxy)-2-methylpyrrolidin-1-yl)methyl)thiazol-2-yl)acetamide